4-amino-N-((3S)-6-(3-(difluoromethoxy)-5-fluorophenyl)-2,3-dihydro-1-benzofuran-3-yl)-N,1-dimethyl-1H-pyrazolo[4,3-c]quinoline-8-carboxamide NC1=NC=2C=CC(=CC2C2=C1C=NN2C)C(=O)N(C)[C@@H]2COC1=C2C=CC(=C1)C1=CC(=CC(=C1)F)OC(F)F